C(C1CCCO1)NC(=O)C1(NNC(=C1)C)OC1=C(C=C(C=C1F)C(F)(F)F)Cl N-tetrahydrofurfuryl-3-(2-chloro-6-fluoro-4-trifluoromethylphenoxy)-5-methyl-1H-pyrazole-carboxamide